5-chloro-3-(4-trifluoromethylphenyl)pyrido[3,4-b]pyrazine ClC1=NC=CC=2C1=NC(=CN2)C2=CC=C(C=C2)C(F)(F)F